3-(4-amino-1-oxo-1,3-dihydro-isoindol-2-yl)-1-prop-2-ynyl-piperidine-2,6-dione NC1=C2CN(C(C2=CC=C1)=O)C1C(N(C(CC1)=O)CC#C)=O